FC1=C(OC(C(=O)O)(C)C)C=CC(=C1)CN1N=CN(C1=O)C1=CC=C(C=C1)OC(F)(F)F 2-(2-fluoro-4-((5-oxo-4-(4-(trifluoromethoxy)phenyl)-4,5-dihydro-1H-1,2,4-triazol-1-yl)methyl)phenoxy)-2-methylpropanoic acid